6-amino-1,2-hexanediol phosphoramidite P(O)(O)N.NCCCCC(CO)O